BrC=1N=C2C(=C(C(N(C2=CC1)CC#C)=O)C#N)N1CCN(CC1)CC1=C(C=C(C=C1C)C)O 6-bromo-4-(4-(2-hydroxy-4,6-dimethylbenzyl)piperazin-1-yl)-2-oxo-1-(prop-2-yn-1-yl)-1,2-dihydro-1,5-naphthyridine-3-carbonitrile